1-Methylbenzol CC1=CC=CC=C1